(R)-2-(4-(benzo[d]thiazol-7-yl)phenyl)-2-(3-(2-ethynylthiazol-4-yl)ureido)-N-methyl-acetamide S1C=NC2=C1C(=CC=C2)C2=CC=C(C=C2)[C@H](C(=O)NC)NC(=O)NC=2N=C(SC2)C#C